FC(C1=CC(=CC=C1)CC(=O)O)(F)F (α,α,α-trifluoro-m-tolyl)acetic acid